(S)-N-[5-[2-cyano-5-[(3S)-1-(cyanomethyl)pyrrolidin-3-yl]oxy-4-pyridyl]pyrazolo[1,5-a]pyridin-2-yl]cyclopropanecarboxamide C(#N)C1=NC=C(C(=C1)C1=CC=2N(C=C1)N=C(C2)NC(=O)C2CC2)O[C@@H]2CN(CC2)CC#N